ClC1=C(C(=O)NC(C(=O)N[C@@H]2C[C@@H](CC2)C(=O)O)C)C=CC=C1Cl (1R,3S)-3-[[2-[(2,3-Dichlorobenzoyl)amino]-1-oxopropyl]amino]cyclopentanecarboxylic acid